(1R,2R)-2-(2-((tert-butyldimethylsilyl)oxy)ethyl)-1-(2,5-difluorophenyl)cyclopropane-1-Formic acid [Si](C)(C)(C(C)(C)C)OCC[C@@H]1[C@@](C1)(C(=O)O)C1=C(C=CC(=C1)F)F